6-chloro-3-((1-(3-ethyl-4,7-dimethyl-5-oxo-4,5-dihydro-3H-pyrazolo[3,4-c]isoquinolin-9-yl)ethyl)amino)-N-(1-methylpiperidin-4-yl)pyridinecarboxamide ClC1=CC=C(C(=N1)C(=O)NC1CCN(CC1)C)NC(C)C=1C=2C3=C(N(C(C2C=C(C1)C)=O)C)N(N=C3)CC